CN(S(=O)(=O)C=1C=C2C(=CN(C2=CC1)C)C#CC1=CC=C(C=C1)C(F)(F)F)C N,N,1-Trimethyl-3-((4-(trifluoromethyl)phenyl)ethynyl)-1H-indole-5-sulfonamide